FC=1C=C(C=C(C1)F)N1N=CC(=C1)CC(=O)O [1-(3,5-difluorophenyl)pyrazol-4-yl]acetic acid